OC[C@@H]1CN(CC1)C1=NC(N(C2=CC(=CC=C12)C(F)(F)F)C1=C(C=CC=C1)C)=O (S)-4-(3-(hydroxymethyl)pyrrolidin-1-yl)-1-(o-tolyl)-7-(trifluoromethyl)-quinazolin-2(1H)-one